Methyl 2-(((1R,5S,6S)-6-(6-((4-cyano-2-fluorobenzyl)oxy)pyridin-2-yl)-3-azabicyclo[3.1.0]hexan-3-yl)methyl)-1-(((S)-tetrahydrofuran-2-yl)methyl)-1H-benzo[d]imidazole-6-carboxylate C(#N)C1=CC(=C(COC2=CC=CC(=N2)C2[C@H]3CN(C[C@@H]23)CC2=NC3=C(N2C[C@H]2OCCC2)C=C(C=C3)C(=O)OC)C=C1)F